(2RS)-2-[6-[2-(6-Amino-3-pyridyl)ethynyl]-1-oxo-isoindolin-2-yl]-2-(5-fluoro-2-hydroxyphenyl)-N-thiazol-2-yl-acetamid NC1=CC=C(C=N1)C#CC1=CC=C2CN(C(C2=C1)=O)[C@@H](C(=O)NC=1SC=CN1)C1=C(C=CC(=C1)F)O |r|